subernitrile C(CCCCCCC#N)#N